CC1(OB(OC1(C)C)C=1C2=CN(N=C2C=CC1)C[Si](C)(C)C)C 4-(4,4,5,5-tetramethyl-1,3,2-dioxaborolan-2-yl)-2-[(trimethylsilyl)methyl]-2H-indazol